(S)-tert-butyl 3-(6-chloro-8-(2-(hydroxymethyl)-5-methylthieno[3,2-b]pyridin-7-yl)-3,4-dihydroquinolin-1(2H)-yl)pyrrolidine-1-carboxylate ClC=1C=C2CCCN(C2=C(C1)C1=C2C(=NC(=C1)C)C=C(S2)CO)[C@@H]2CN(CC2)C(=O)OC(C)(C)C